N,N-dimethyl-2-(2-methyl-4-nitrophenoxy)ethanamine CN(CCOC1=C(C=C(C=C1)[N+](=O)[O-])C)C